Butyl-5-(diaminomethylene)-3-((1s,4s)-4-((4,4-dimethyl-2,5-dioxopyrrolidin-3-yl)oxy)cyclohexyl)pyrimidine-2,4,6(1H,3H,5H)-trione C(CCC)N1C(N(C(C(C1=O)=C(N)N)=O)C1CCC(CC1)OC1C(NC(C1(C)C)=O)=O)=O